2'''-[ethane-1,2-diylbis(azanetriyl)]tetraacetate C(CN(CC(=O)[O-])CC(=O)[O-])N(CC(=O)[O-])CC(=O)[O-]